ClC=1C(=C2CCCCN2C1C(C(NC(C(F)(F)F)(C)C)=O)=O)C(=O)NC=1C=NC(=C(C1)C)F 2-chloro-N-(6-fluoro-5-methylpyridin-3-yl)-3-(2-oxo-2-((1,1,1-trifluoro-2-methylpropan-2-yl)amino)acetyl)-5,6,7,8-tetrahydroindolizine-1-carboxamide